C(OCOC1=CC=CN2N([C@H]3N(C=C21)CCOC3)C(C3=CC=C(C=C3)F)C3=CC=C(C=C3)F)(OC)=O ({(12aR)-12-[bis(4-fluorophenyl)methyl]-3,4,12,12a-tetrahydro-1H-[1,4]oxazino[3,4-c]pyrido[2,1-f][1,2,4]triazin-7-yl}oxy)methyl methyl carbonate